O1CCC(=CC1)C1=C(C#N)C=C(C=C1)[N+](=O)[O-] 2-(3,6-dihydro-2H-pyran-4-yl)-5-nitrobenzonitrile